NC=1C=C(C=CC1)S(=O)(=O)NC(=O)C=1C(=NC(=CC1)C(C)(C)C)C1=CC=C(C=C1)C N-(3-Aminophenyl)sulfonyl-6-tert-butyl-2-(p-tolyl)pyridin-3-carboxamid